1,9-dimethyl-1,10-decanediol CC(CCCCCCCC(CO)C)O